6-methoxy-2-(4-(methylsulfonyl)phenyl)-3,4-Dihydronaphthalen-1(2H)-one COC=1C=C2CCC(C(C2=CC1)=O)C1=CC=C(C=C1)S(=O)(=O)C